tert-butyl 4-(4-(2-fluoro-4-nitrophenyl)piperazin-1-yl)cyclohexane-1-carboxylate FC1=C(C=CC(=C1)[N+](=O)[O-])N1CCN(CC1)C1CCC(CC1)C(=O)OC(C)(C)C